C1(=CC=C(C=C1)C1=C(C=CC=2C3=CC=CC=C3C(C12)(C)C)N)C1=CC=CC=C1 1,1'-biphenyl-4-yl-9,9-dimethyl-9H-fluoren-2-amine